12,13,14,15,16,16a-hexahydro-11H-10b,14:12,16-dimethanobenzo[pqr]cycloocta[f]picene C1=C2C=CC=3C=4C5C6(C=7C=CC=CC7C4C=C4C3C2=C(C=C1)C=C4)CC4CC(CC5C4)C6